5-(2-chloro-4-methylphenyl)-1-ethyl-1H-benzo[d]imidazole-7-carboxylic acid ClC1=C(C=CC(=C1)C)C1=CC2=C(N(C=N2)CC)C(=C1)C(=O)O